BrC1=C(OC=2C1=NC(=CC2NCC=2SC=CC2)Cl)C[C@H]([C@H](C)F)NC(OC(C)(C)C)=O tert-butyl N-[(2R,3S)-1-{3-bromo-5-chloro-7-[(thiophen-2-ylmethyl)amino]furo[3,2-b]pyridin-2-yl}-3-fluorobutan-2-yl]carbamate